COC#CC(C)(C)C methoxy-3,3-dimethylbut-1-yne